FC(=C(C(C(C(C(C(C(C(F)(F)F)(F)F)(F)F)(F)F)(F)F)(F)F)(F)F)F)OC1=C(C(=O)O)C=CC(=C1)C(=O)O 2-(perfluorononenyloxy)terephthalic acid